C(C)(C)(C)OC(N(C1=NC=CC(=C1)OC1=C(C=C(C=C1)[N+](=O)[O-])Cl)C(=O)OC(C)(C)C)=O (tert-Butoxycarbonyl)(4-(2-chloro-4-nitrophenoxy)pyridin-2-yl)carbamic acid tert-butyl ester